O=C(C(=O)O)NC1=CC=C(C=C1)C#CC1=CC(=CC=C1)C(F)(F)F 2-oxo-2-((4-((3-(trifluoromethyl)phenyl)ethynyl)phenyl)amino)acetic acid